N=C1C=C(C(=CN1)C=1C=C2C(=C(C=NC2=CC1)S(=O)(=O)N1CCOCC1)NC1=C(C(=O)O)C=CC=C1)C(F)(F)F 2-[[6-[6-imino-4-(trifluoromethyl)-1H-pyridin-3-yl]-3-morpholinosulfonyl-4-quinolyl]amino]benzoic acid